FC(C1=C(C(=CC(=C1)N)C(F)(F)F)N)(F)F 2,6-bis(trifluoromethyl)-1,4-phenylenediamine